NC1=CC=C2C(=N1)CC[C@H]2NC([C@H](C2CC2)NC(=O)[C@@H]2NC[C@H](C2)CC2=CC=C(C=C2)F)=O (2R,4S)-N-((S)-2-(((R)-2-amino-6,7-dihydro-5H-cyclopenta[b]pyridin-5-yl)amino)-1-cyclopropyl-2-oxoethyl)-4-(4-fluorobenzyl)pyrrolidine-2-carboxamide